N-[4-[[5-[[(4-Fluorophenyl)sulfonylamino]methyl]triazol-1-yl]methyl]phenyl]-2-(hydroxycarbamoyl)-4-methyl-pentanamide FC1=CC=C(C=C1)S(=O)(=O)NCC1=CN=NN1CC1=CC=C(C=C1)NC(C(CC(C)C)C(NO)=O)=O